1-{9-[(2R,3R,4S,5R)-3,4-Dihydroxy-5-(hydroxymethyl)tetrahydrofur-2-yl]-N-adenineyl}-6-guanidino-1,2-hexanedione O[C@H]1[C@@H](O[C@@H]([C@H]1O)CO)N1C2=NC=NC(=C2N=C1)NC(C(CCCCNC(=N)N)=O)=O